C[C@]12CC[C@H]3[C@H]([C@@H]1CC[C@@H]2O)CCC4=C3C=CC(=C4)OC(=O)N(CCCl)CCCl The molecule is a carbamate ester obtained by the formal condensation of the hydroxy group of 17beta-estradiol with the carboxy group of bis(2-chloroethyl)carbamic acid. It has a role as an antineoplastic agent, an alkylating agent and a radiation protective agent. It is a carbamate ester, a 17beta-hydroxy steroid and an organochlorine compound. It derives from a 17beta-estradiol.